tert-butyl N-[(1R)-1-[(4aR,8aS)-3,4,4a,5,6,7,8,8a-octahydro-2H-quinoline-1-carbonyl]-3-(1,3-dioxoisoindolin-2-yl)propyl]carbamate N1(CCC[C@H]2CCCC[C@H]12)C(=O)[C@@H](CCN1C(C2=CC=CC=C2C1=O)=O)NC(OC(C)(C)C)=O